2-amino-4-((tetrahydrofuran-3-yl)oxy)phenol NC1=C(C=CC(=C1)OC1COCC1)O